1-({[8-fluoro-6-hydroxy-7-(1,1,4-trioxo-1λ6,2,5-thiadiazolidin-2-yl)naphthalen-2-yl]oxy}methyl)cyclopropane-1-carbonitrile FC=1C(=C(C=C2C=CC(=CC12)OCC1(CC1)C#N)O)N1S(NC(C1)=O)(=O)=O